C(C1=CC=CC=C1)OC1=CC=C2C(=CC(=NC2=C1)CC)NCCN(C)C 7-(benzyloxy)-N-[2-(dimethylamino)ethyl]-2-ethylquinolin-4-amine